methyl 3-(9-((4-(aminomethyl)-2,6-dimethylphenyl)carbamoyl)-4,5-dihydrobenzo[b]thieno[2,3-d]oxepin-8-yl)-6-((4,4-dimethylcyclohexyl)carbamoyl)picolinate NCC1=CC(=C(C(=C1)C)NC(=O)C1=CC2=C(OCCC3=C2SC=C3)C=C1C=1C(=NC(=CC1)C(NC1CCC(CC1)(C)C)=O)C(=O)OC)C